FC1=C(C(=CC=C1)C)N1N=C2C(=CC1=O)NN=C2C2=CC=C(C=C2)N2CC1N(CC2)C(OC1)=O 7-(4-(5-(2-Fluoro-6-methylphenyl)-6-oxo-5,6-dihydro-1H-pyrazolo[4,3-c]pyridazin-3-yl)phenyl)tetrahydro-1H-oxazolo[3,4-a]pyrazin-3(5H)-on